2-amino-4-(4-((cis)-3-fluorocyclobutoxy)phenyl)-6-mercaptopyridine-3,5-di-carbonitrile NC1=NC(=C(C(=C1C#N)C1=CC=C(C=C1)O[C@@H]1C[C@@H](C1)F)C#N)S